BrC=1C(=C(C(=O)OC)C(=CC1)CN[C@@H](C(=O)OC(C)(C)C)C)F methyl (R)-3-bromo-6-(((1-(t-butoxy)-1-oxopropan-2-yl) amino) methyl)-2-fluorobenzoate